2-(4-allylpiperidin-1-yl)-N-(6-(but-3-en-1-ylamino)pyrazin-2-yl)-4-chlorobenzamide C(C=C)C1CCN(CC1)C1=C(C(=O)NC2=NC(=CN=C2)NCCC=C)C=CC(=C1)Cl